(S)-3-chloro-5-fluoro-4-(6-((6-(3-hydroxypyrrolidin-1-yl)pyrimidin-4-yl)amino)-1H-pyrazolo[4,3-c]pyridin-1-yl)benzonitrile ClC=1C=C(C#N)C=C(C1N1N=CC=2C=NC(=CC21)NC2=NC=NC(=C2)N2C[C@H](CC2)O)F